ClC=1C(=C(NC=2C3=C(N=CN2)C=CC(=N3)N3CCN(CC3)C(C=C)=O)C=CC1OCC1CC1)F 1-[4-[4-[3-chloro-4-(cyclopropylmethoxy)-2-fluoro-anilino]pyrido[3,2-d]pyrimidin-6-yl]piperazin-1-yl]prop-2-en-1-one